7-(5-Chloro-2-(2-(5-cyano-2-methyl-6-(4-methylpiperazin-1-yl)-4-oxo-7-(trifluoromethyl)quinazolin-3(4H)-yl)ethoxy)phenyl)-2-methylthieno[3,2-b]pyridine-3-carboxylic acid ClC=1C=CC(=C(C1)C1=C2C(=NC=C1)C(=C(S2)C)C(=O)O)OCCN2C(=NC1=CC(=C(C(=C1C2=O)C#N)N2CCN(CC2)C)C(F)(F)F)C